C12C(C3CC(CC(C1)C3)C2)CC(=O)NC2=CC3=C(NC(=N3)[C@@]3(CC=CC=C3)COC(NC)=O)C=C2.NC=2C=CC(=C(C2)C(=O)C=2C=C3N=C(C=NC3=CC2)N2CCNCC2)F (5-amino-2-fluorophenyl)(3-(piperazin-1-yl)quinoxalin-6-yl)methanone (S)-[1-[5-[[2-(2-adamantyl)acetyl]amino]-1H-benzimidazol-2-yl]-phenyl-methyl]-N-methyl-carbamate